5-Morpholinylpyrazolo[1,5-a]pyrimidine-3-carboxylic acid N1(CCOCC1)C1=NC=2N(C=C1)N=CC2C(=O)O